5-chloro-2-fluoro-4-{[4-({[(2S,4R)-4-phenylpyrrolidin-2-yl]methyl}amino)butyl]amino}-N-1,3-thiazol-2-ylbenzenesulfonamide ClC=1C(=CC(=C(C1)S(=O)(=O)NC=1SC=CN1)F)NCCCCNC[C@H]1NC[C@H](C1)C1=CC=CC=C1